1,3-propanesulfonic acid C(CS(=O)(=O)O)CS(=O)(=O)O